2-(2-mercaptoethylthio)propyl-1,3-dithiol SCCSC(CC1SC=CS1)C